5-Acetamido-9-azido-3,5,9-tri-deoxy-D-glycero-D-galacto-2-nonulosonic acid C(C)(=O)N[C@H]([C@H](CC(C(=O)O)=O)O)[C@@H](O)[C@H](O)[C@H](O)CN=[N+]=[N-]